FCC12OCC(CC1)(C2)C=2N=C1N(C=C(C(=C1)OC(C)C)C(=O)O)C2 2-(1-(fluoromethyl)-2-oxabicyclo[2.2.1]hept-4-yl)-7-isopropoxylimidazo[1,2-a]pyridine-6-carboxylic acid